7-(6-chloropyrimidin-4-yl)-3-fluoroimidazo[1,2-a]pyridine ClC1=CC(=NC=N1)C1=CC=2N(C=C1)C(=CN2)F